C(=C)C1=CC=C(C=C1)P(OCCCC)(OCCCC)=O di-n-butyl 4-vinylphenylphosphonate